O(P(O)(=O)OP(=O)(O)OP(=O)(O)O)C[C@@]12C[C@H](O[C@@H]([C@@H](O1)N1C(NC(C(=C1)C)=O)=O)[C@@H]2O)C ((1R,3R,5R,7R,8S)-8-hydroxy-3-methyl-7-(5-methyl-2,4-dioxo-3,4-dihydropyrimidin-1(2H)-yl)-2,6-dioxabicyclo[3.2.1]octan-5-yl)methyl tetrahydrogen triphosphate